N-(3-{[(1-{4-[(3R)-2,6-dioxopiperidin-3-yl]phenyl}piperidin-4-yl)methyl]amino}bicyclo[3.3.1]nonan-9-yl)-1-[6-(2-hydroxyphenyl)pyridazin-4-yl]-4-phenylpiperidine-4-carboxamide O=C1NC(CC[C@@H]1C1=CC=C(C=C1)N1CCC(CC1)CNC1CC2CCCC(C1)C2NC(=O)C2(CCN(CC2)C2=CN=NC(=C2)C2=C(C=CC=C2)O)C2=CC=CC=C2)=O